N1=C(C=CC=C1)SSC(C(=O)O)CC(C)C (2-pyridyldithio)-4-methylpentanoic acid